P(=O)(OC)(OOC(CC)CCCCCCCCCCCCCCCCCC)OCCC methyl (3-heneicosanoxy) propyl phosphate